5-(1,1-dicyclopentylethoxycarbonyl)-7-oxo-bicyclo[2.2.1]Hept-2-ene C1(CCCC1)C(C)(OC(=O)C1C2C=CC(C1)C2=O)C2CCCC2